CC1=CC=CC(=N1)C=1N=CC2=C(N1)N(CC2)C2=C1C(=NC=C2)NC=N1 7-(2-(6-methylpyridin-2-yl)-5,6-dihydro-7H-pyrrolo[2,3-d]pyrimidin-7-yl)-3H-imidazo[4,5-b]pyridine